C1(=CC=CC=C1)NCCN N-Phenylethylen-diamin